C1(CC1)OC=1C=C(C=CC1C=O)NC(=O)C=1C(=NN(C1)C1=CC=C(C=C1)F)C N-[3-(cyclopropyloxy)-4-formylphenyl]-1-(4-fluorophenyl)-3-methyl-1H-pyrazole-4-carboxamide